tert-butyl 4-(4-(((5-fluoro-4-oxo-2-(((tetrahydro-2H-pyran-4-yl)thio)methyl)-3,4-dihydroquinazolin-7-yl)oxy)methyl)piperidine-1-carbonyl)piperidine-1-carboxylate FC1=C2C(NC(=NC2=CC(=C1)OCC1CCN(CC1)C(=O)C1CCN(CC1)C(=O)OC(C)(C)C)CSC1CCOCC1)=O